OC(COC1=CC(=NC=C1)C=1N=C(C2=C(N1)C(CC2)(C)C)N(CC(=O)NC(C)C)C)(C)C 2-({2-[4-(2-hydroxy-2-methylpropoxy)pyridin-2-yl]-7,7-dimethyl-5H,6H,7H-cyclopenta[d]pyrimidin-4-yl}(methyl)amino)-N-(propan-2-yl)acetamide